C(CCCCC)N1C(C=NC2=CC=CC=C12)=O 1-hexyl-2(1H)-quinoxalinone